OC1(CCCCC1)C(=O)N1[C@@H]([C@H]2C([C@H]2C1)(C)C)C(=O)N[C@H](C=O)C[C@H]1C(NCC1)=O (1R,2S,5S)-3-(1-Hydroxycyclohexanecarbonyl)-6,6-dimethyl-N-((S)-1-oxo-3-((S)-2-oxopyrrolidin-3-yl)propan-2-yl)-3-azabicyclo[3.1.0]hexane-2-carboxamide